r-lactic acid C([C@H](O)C)(=O)O